C(N)(=N)[Sn]C(N)=N bis(amidino)tin (II)